C(C)(C)(C)C(O)[C@@H]1CN(C[C@@H](O1)C)CC1=CC=C(C=C1)OC tert-butyl-[(2S,6S)-4-[(4-methoxyphenyl)methyl]-6-methylmorpholin-2-yl]methanol